3-amino-2-(hydroxyethyl-amino)-6-methoxypyridine NC=1C(=NC(=CC1)OC)NCCO